1-(3-((4,4-bis(((Z)-oct-5-en-1-yl)oxy)butanoyl)oxy)-2-(((((1-ethylpiperidin-3-yl)methoxy)carbonyl)oxy)methyl)propyl) 8-(2-butyloctyl) octanedioate C(CCCCCCC(=O)OCC(CCCCCC)CCCC)(=O)OCC(COC(CCC(OCCCC\C=C/CC)OCCCC\C=C/CC)=O)COC(=O)OCC1CN(CCC1)CC